C(#N)C=1C=C2C(=CN(C2=C(C1)N(S(=O)(=O)C)C)C)C=1C=C2C(=NC1)NCC21CC1 N-(5-Cyano-3-(1',2'-dihydrospiro[cyclopropane-1,3'-pyrrolo[2,3-b]pyridin]-5'-yl)-1-methyl-1H-indol-7-yl)-N-methylmethanesulfonamide